BrC1=C(N)C(=CC=C1C)Cl 2-bromo-6-chloro-3-methylaniline